8-bromo-7-chloro-6-(2-fluorophenyl)-1-pyridazin-3-yl-4H-[1,2,4]Triazolo[4,3-a][1,4]Benzodiazepine BrC=1C=CC2=C(C(=NCC=3N2C(=NN3)C=3N=NC=CC3)C3=C(C=CC=C3)F)C1Cl